1-phenoxyformamidine O(C1=CC=CC=C1)C(=N)N